C(C)OC=1C(=CC=C(C1)N)N 5-ethoxy-1,4-diaminobenzene